1-acetyl-4-[8-(difluoromethyl)-2-methyl-4-({(1R)-1-[2-methyl-3-(trifluoromethyl)phenyl]ethyl}amino)pyrido[3,4-d]pyrimidin-6-yl]-1,4lambda5-azaphosphinan-4-one C(C)(=O)N1CCP(CC1)(=O)C1=CC2=C(N=C(N=C2N[C@H](C)C2=C(C(=CC=C2)C(F)(F)F)C)C)C(=N1)C(F)F